NC=1N=CC2=C(C(=C(C=C2C1)C1=C(C2=C(OCCN2C(=O)[O-])N=C1)C)F)Cl 7-(3-amino-8-chloro-7-Fluoroisoquinolin-6-yl)-8-methyl-2,3-dihydro-1H-pyrido[2,3-b][1,4]oxazine-1-carboxylate